(2-ethylthiopropyl)-3-hydroxy-2-{4-methyl-1-[1-(4-methyl-1H-pyrrol-2-yloxymethyl)-propoxylimino]-pentyl}-cyclohex-2-enone C(C)SC(CC1C(=C(C(CC1)=O)C(CCC(C)C)=NOC(CC)COC=1NC=C(C1)C)O)C